6-(1H-imidazol-2-yl)-9,9-dimethyl-2-(piperazin-1-ylmethyl)-9,10-dihydroacridine N1C(=NC=C1)C=1C=C2NC=3C=CC(=CC3C(C2=CC1)(C)C)CN1CCNCC1